N-(4-(1-(6-(4,4-difluoropiperidin-1-yl)pyridin-2-yl)-1H-1,2,3-triazol-4-yl)-3-(6-azaspiro[2.5]octan-6-yl)phenyl)methanesulfonamide FC1(CCN(CC1)C1=CC=CC(=N1)N1N=NC(=C1)C1=C(C=C(C=C1)NS(=O)(=O)C)N1CCC2(CC2)CC1)F